ClC=1C=C(C=C2C(=C(C=NC12)C#N)NC1=CC(=C(C=C1)F)Cl)N[C@H](C=1N=NN(C1)C1CCNCC1)C=1C=NC(=CC1)Cl (S)-8-chloro-4-((3-chloro-4-fluorophenyl)amino)-6-(((6-chloropyridin-3-yl)(1-(piperidin-4-yl)-1H-1,2,3-triazol-4-yl)methyl)amino)quinoline-3-carbonitrile